3,3''-bis{(biphenyl-4-yl)-phenylamino}-1,1':4',1''-terphenyl C1(=CC=C(C=C1)N(C=1C=C(C=CC1)C1=CC=C(C=C1)C1=CC(=CC=C1)N(C1=CC=CC=C1)C1=CC=C(C=C1)C1=CC=CC=C1)C1=CC=CC=C1)C1=CC=CC=C1